C1CC12CN(CC2)CC2=CC(=C1CN(C(C1=C2)=O)C2=CC(=CC=C2)C2(COC2)CC2=NN=CN2C)C(F)(F)F 6-((5-azaspiro[2.4]heptan-5-yl)methyl)-2-(3-(3-((4-methyl-4H-1,2,4-triazol-3-yl)methyl)oxetan-3-yl)phenyl)-4-(trifluoromethyl)isoindolin-1-one